5,12b-(epiminoethano)naphtho[1,2-g]quinoxaline C1C=CC=C2C3=CC=4C(=CC=5N=CC=NC5C4)C12CCN3